O=C1NC(CCC1N1CC2=CC=CC(=C2C1=O)NCC(=O)O)=O 2-[[2-(2,6-dioxo-3-piperidinyl)-3-oxo-isoindolin-4-yl]amino]acetic acid